C(C)N(CC)CC1=C(CNC(=O)C=2C=C(C=CC2)NC(O)=O)C=CC=C1 (3-((2-((diethylamino)methyl)benzyl)carbamoyl)phenyl)carbamic acid